FC=1C(=C(C=CC1F)C(=O)N1CC(C1)(O)CNC1=NC=CC=N1)NC1=C(C=C(C=C1)I)F 1-({3,4-difluoro-2-[(2-fluoro-4-iodophenyl)amino]phenyl}carbonyl)-3-[(pyrimidin-2-ylamino)methyl]azetidin-3-ol